1-(4-(3-amino-4-(4-aminophenyl)-1-ethyl-1H-indazol-6-yl)-3,6-dihydropyridin-1(2H)-yl)-2-methylpropan-1-one NC1=NN(C2=CC(=CC(=C12)C1=CC=C(C=C1)N)C=1CCN(CC1)C(C(C)C)=O)CC